Cl.NC1=CN(C2=C1C(N(C=C2F)C)=O)C 3-Amino-7-fluoro-1,5-dimethyl-1H-pyrrolo[3,2-c]pyridin-4(5H)-one hydrochloride